(R)-5-(8-(3,3-difluoro-4-(pyridin-2-yloxy)pyrrolidin-1-yl)imidazo[1,2-b]pyridazin-6-yl)pyrimidine-2,4(1H,3H)-dione FC1(CN(C[C@H]1OC1=NC=CC=C1)C=1C=2N(N=C(C1)C=1C(NC(NC1)=O)=O)C=CN2)F